CC1=NN(C(=C1O)C)C1=CC=CC=C1 3,5-Dimethyl-1-phenyl-pyrazol-4-ol